ClC=1C(=C(C(=O)OC(C)C(=O)OCC)C(=CC1)Cl)OC 1-(ethoxy carbonyl)ethyl 3,6-dichloro-2-methoxy-benzoate